[Na].FC1=CC=C(C=C1)S(=O)(=O)N (4-fluorophenyl)sulfonamide sodium salt